NC=1N=C2N(C=C(C=C2)C=2OC=CC2)C1C(=O)[C@H]1[C@H](C1)F (2-amino-6-(furan-2-yl)imidazo[1,2-a]pyridin-3-yl)((1S,2S)-2-fluorocyclopropyl)methanone